N-(2-((2-(dimethylamino)ethyl)(methyl)amino)-4-methoxy-5-((4-(1-methyl-1H-indole-3-yl)-5-(oxazol-2-yl)pyrimidin-2-yl)amino)phenyl)acrylamide CN(CCN(C1=C(C=C(C(=C1)OC)NC1=NC=C(C(=N1)C1=CN(C2=CC=CC=C12)C)C=1OC=CN1)NC(C=C)=O)C)C